5-(Indan-5-yloxymethyl)-furan-2-carboxylic acid C1CCC2=CC(=CC=C12)OCC1=CC=C(O1)C(=O)O